1-(2-((2S,4R)-4-fluoro-2-(8-methoxy-6-methylchroman-4-ylcarbamoyl)pyrrolidin-1-yl)-2-oxoethyl)-5-(pyridazin-4-yl)-1H-indazole-3-carboxamide F[C@@H]1C[C@H](N(C1)C(CN1N=C(C2=CC(=CC=C12)C1=CN=NC=C1)C(=O)N)=O)C(NC1CCOC2=C(C=C(C=C12)C)OC)=O